4-benzyl-2,2-dimethylthiomorpholine C(C1=CC=CC=C1)N1CC(SCC1)(C)C